ClC=1C=C2C(=CC(=NC2=CC1)C(F)(F)F)N[C@@H]1C[C@@H](CCC1)NC(=O)C=1SC(=CC1)C N-[(1R,3S)-3-{[6-chloro-2-(trifluoromethyl)quinolin-4-yl]amino}cyclohexyl]-5-methylthiophene-2-carboxamide